4'-[(3R)-3-(methylamino)pyrrolidin-1-yl]-6'H,8'H-spiro[cyclobutane-1,7'-pyrimido[5,4-b][1,4]oxazin]-2'-amine CN[C@H]1CN(CC1)C1=NC(=NC2=C1OCC1(N2)CCC1)N